17-amino-5-oxo-6-aza-3,9,12,15-tetraoxaheptadecanoic acid NCCOCCOCCOCCNC(COCC(=O)O)=O